4-[[(2Z)-3-(2-naphthalenyl)-1-oxo-2-buten-1-yl]amino]-2-(3-pyridinyl)benzoic acid C1=C(C=CC2=CC=CC=C12)\C(=C/C(=O)NC1=CC(=C(C(=O)O)C=C1)C=1C=NC=CC1)\C